(5-chloro-4-(((3R,6S)-6-(hydroxymethyl)tetrahydro-2H-pyran-3-yl)amino)-1H-pyrrolo[2,3-b]pyridin-3-yl)(6-(2-fluorophenoxy)pyridin-3-yl)methanone ClC=1C(=C2C(=NC1)NC=C2C(=O)C=2C=NC(=CC2)OC2=C(C=CC=C2)F)N[C@H]2CO[C@@H](CC2)CO